ClC=1C=C2C(CO[C@H](C2=CC1)[C@H]1O[C@H]([C@@H]([C@@H]1O)O)N1C=CC2=C1N=CN=C2C)F (2S,3S,4R,5R)-2-((1R)-6-chloro-4-fluoroisochroman-1-yl)-5-(4-methyl-7H-pyrrolo[2,3-d]pyrimidin-7-yl)tetrahydrofuran-3,4-diol